C1(=CC=CC=C1)S(=O)(=O)N1C=CC=2C1=NC=CC2C2=C(C=C(C=N2)NC(=O)[C@@H](CC(C)C)NC(OC(C)(C)C)=O)C tert-Butyl N-[(1R)-1-[[6-[1-(benzenesulfonyl)pyrrolo[2,3-b]pyridin-4-yl]-5-methyl-3-pyridyl]carbamoyl]-3-methyl-butyl]carbamate